BrC=1C=C(C(=NC1)C(C)NCC)F 1-(5-bromo-3-fluoropyridin-2-yl)-N-ethylethan-1-amine